3-(2-hydroxy-4-(3-(pyrrolidin-1-yl)propoxy)phenyl)-2-methyl-6-(pentafluoro-λ6-sulfanyl)quinazolin-4(3H)-one OC1=C(C=CC(=C1)OCCCN1CCCC1)N1C(=NC2=CC=C(C=C2C1=O)S(F)(F)(F)(F)F)C